1-(4-(2-(4-methoxyphenyl)propan-2-yl)thiazol-2-yl)-3-(4-(phenylamino)butyl)urea COC1=CC=C(C=C1)C(C)(C)C=1N=C(SC1)NC(=O)NCCCCNC1=CC=CC=C1